[Fe].[Al].[C].[Si].OC1=C(C=C(C=C1)C(CC(C)(C)C)(C)C)N1N=C2C(=N1)C=CC=C2 2-(2'-hydroxy-5'-(1,1,3,3-tetramethylbutyl)phenyl)benzotriazole silicon carbon aluminium iron